COC(=O)C=1N(C=CC1)CC1=C(C=CC=C1)CBr 1-(2-(bromomethyl)benzyl)-1H-pyrrole-2-carboxylic acid methyl ester